1-(Benzyloxycarbonylsulfamoyl)-3-[1-[2-(tert-butoxycarbonylamino)acetyl]-4-piperidinyl]pyrrole-2-carboxylic acid benzyl ester C(C1=CC=CC=C1)OC(=O)C=1N(C=CC1C1CCN(CC1)C(CNC(=O)OC(C)(C)C)=O)S(NC(=O)OCC1=CC=CC=C1)(=O)=O